FC(C(=O)O)(F)F.ClC=1C=C(C=CC1F)N(C(CN(C=1SC=CN1)C1=NC(=CC(=C1)C(F)(F)F)C)=O)C N-(3-chloro-4-fluorophenyl)-N-methyl-2-((6-methyl-4-(trifluoromethyl)pyridin-2-yl)(thiazol-2-yl)amino)acetamide 2,2,2-trifluoroacetate